benzyl 3-((tert-butoxycarbonyl)amino)piperidine-1-carboxylate C(C)(C)(C)OC(=O)NC1CN(CCC1)C(=O)OCC1=CC=CC=C1